N-(5-((4-(1H-indol-3-yl)-5-(trifluoromethyl)pyrimidin-2-yl)amino)-2-(2-(dimethylamino)ethoxy)phenyl)acetamide N1C=C(C2=CC=CC=C12)C1=NC(=NC=C1C(F)(F)F)NC=1C=CC(=C(C1)NC(C)=O)OCCN(C)C